[I-].FC1=CC2=C([N+](=C(S2)C)C)C=C1 6-fluoro-2,3-dimethylbenzo[d]thiazol-3-ium iodide